(2S)-2-(2,4-difluorophenyl)pyrrolidine FC1=C(C=CC(=C1)F)[C@H]1NCCC1